tert-butyl ((1R,3R)-3-(1,3-dioxoisoindolin-2-yl) cyclobutane-1-carboxylate) O=C1N(C(C2=CC=CC=C12)=O)C1CC(C1)C(=O)OC(C)(C)C